CNCC12C3C4C5(C3C1C5C24)C=2N(C=C(N2)C(F)(F)F)C N-methyl-1-((2R,3R,4S,5S)-4-(1-methyl-4-(trifluoromethyl)-1H-imidazol-2-yl)cuban-1-yl)methanamine